C1(CC1)C=1C2=C(N3C1C=NCC3)N=CC(=C2)C(F)(F)F 5-cyclopropyl-3-(trifluoromethyl)-8,9-dihydropyrido[3',2':4,5]pyrrolo[1,2-a]pyrazin